4-fluoropyridineformamide FC1=CC(=NC=C1)C(=O)N